F[C@]1(C[C@H](NC1=O)COC1=C2C=C(C(=CC2=CC=C1)C(=O)N)OC)CO 5-{[(2S,4R)-4-fluoro-4-(hydroxymethyl)-5-oxopyrrolidin-2-yl]methoxy}-3-methoxynaphthalene-2-carboxamide